(R)-N-((S)-5,7-dihydrospiro[cyclopenta[b]pyridine-6,4'-piperidin]-5-yl)-tert-butylsulfinamide trifluoroacetate FC(C(=O)O)(F)F.N1CCC2(CC1)[C@@H](C=1C(=NC=CC1)C2)N[S@](=O)C(C)(C)C